FC1(CC(C1)S(=O)C=1N=C2N(N1)[C@@H](C[C@@H]2F)C2=CC=CC=C2)F (5s,7s)-2-(3,3-difluorocyclobutyl)sulfinyl-7-fluoro-5-phenyl-6,7-dihydro-5H-pyrrolo[1,2-b][1,2,4]triazole